FC=1C=C(C=CC1O)C(CC1NCC2C1CC(C2)(O)CC=2SC=CC2)O (2-(3-fluoro-4-hydroxyphenyl)-2-hydroxyethyl)-5-(thiophen-2-ylmethyl)octahydrocyclopenta[c]pyrrol-5-ol